((6-chloro-4-(2-fluoropropane-2-yl)pyridin-2-yl)imino)dimethyl-lambda6-sulfane ClC1=CC(=CC(=N1)N=[SH2](C)C)C(C)(C)F